(6-(2-aminoethyl)pyridin-2-yl)-2-methylpropan-1-ol NCCC1=CC=CC(=N1)C(C(C)C)O